tert-butyl-4-(N-(3-chlorophenyl)-N-(4-(5-(difluoromethyl)-1,3,4-oxadiazol-2-yl)benzyl)sulfamoyl)piperidine C(C)(C)(C)N1CCC(CC1)S(N(CC1=CC=C(C=C1)C=1OC(=NN1)C(F)F)C1=CC(=CC=C1)Cl)(=O)=O